C1(CCC1)C=1N=C(C2=C(N1)SC(=C2)C)NCCCC2=CC=CC=C2 2-cyclobutyl-6-methyl-N-(3-phenylpropyl)thieno[2,3-d]pyrimidin-4-amine